(S)-2-(difluoromethyl)-4-isobutyl-6-(3-methyl-4-(pyridazin-3-ylmethyl)piperazin-1-yl)benzonitrile FC(C1=C(C#N)C(=CC(=C1)CC(C)C)N1C[C@@H](N(CC1)CC=1N=NC=CC1)C)F